FC1(CN(CCO1)CCOC1=CC=2N(C=C1)C(=CN2)C2=CC(=NC=N2)NCC2=CC=C(C=C2)C=2C=NN(C2)C)F (6-{7-[2-(2,2-difluoro-morpholin-4-yl)-ethoxy]-imidazo[1,2-a]pyridin-3-yl}-pyrimidin-4-yl)-[4-(1-methyl-1H-pyrazol-4-yl)-benzyl]-amine